C(C)(=O)C=1C(=C(NC1C)C(C(C)N1C(CCC1)C=1SC=CC1)=O)C 1-(4-Acetyl-3,5-dimethyl-1H-pyrrol-2-yl)-2-[2-(2-thienyl)-1-pyrrolidinyl]-1-propanone